tetradecyl 3-((4-(dodecylamino)-4-iminobutyl)thio)propanoate C(CCCCCCCCCCC)NC(CCCSCCC(=O)OCCCCCCCCCCCCCC)=N